NC1=CC=C(C=C1)S(=O)(=O)N(C1=NOC(=C1)C)C([2H])([2H])[2H] 4-amino-N-(methyl-d3)-N-(5-methyl-isoxazol-3-yl)benzenesulfonamide